CC[C@H]1CC[C@H]2[C@@H]3C=CC4=CCCC[C@]4(C)[C@H]3CC[C@]12C α,10β-pregna-4,6-diene